FC1=C(C=C(C=C1)C(F)(F)F)NS(=O)(=O)C1=CC=C(C=C1)NC(NCC=1C=NC=CC1)=O 3-(4-{[2-fluoro-5-(trifluoromethyl)phenyl]sulfamoyl}phenyl)-1-(pyridin-3-ylmethyl)urea